1,2-dimethoxy-4-(1-propenyl)benzene COC1=C(C=C(C=C1)C=CC)OC